1-(4-(4-(5-(2,6-dichlorophenyl)-4,5-dihydroisoxazol-3-yl)thiazol-2-yl)piperidin-1-yl)-2-((3-methoxypyrazin-2-yl)oxy)ethan-1-one ClC1=C(C(=CC=C1)Cl)C1CC(=NO1)C=1N=C(SC1)C1CCN(CC1)C(COC1=NC=CN=C1OC)=O